NC(C(=O)O)C(CN)O α,γ-diamino-β-hydroxybutanoic acid